nona-2,4,6,8-tetraeneamide C(C=CC=CC=CC=C)(=O)N